IC1=C(C=CC(=C1)SC(F)(F)F)NS(=O)(=O)C N-(2-iodo-4-((trifluoromethyl)thio)phenyl)methanesulfonamide